COC1=C(C=C(C=C1)C1=NC=CC(=N1)C1CB(OC1)O)OCCC 4-(2-(4-methoxy-3-propoxyphenyl)pyrimidin-4-yl)-1,2-oxaborolan-2-ol